methyl 3-(9-((4-(aminomethyl)-2-methylphenyl)carbamoyl)-4,5-dihydrobenzo[b]thieno[2,3-d]oxepin-8-yl)-6-((1-(methylcarbamoyl)cyclohexyl)carbamoyl)picolinate NCC1=CC(=C(C=C1)NC(=O)C1=CC2=C(OCCC3=C2SC=C3)C=C1C=1C(=NC(=CC1)C(NC1(CCCCC1)C(NC)=O)=O)C(=O)OC)C